m-Phenylendiisocyanat C1(=CC(=CC=C1)N=C=O)N=C=O